C(C)(=O)N(C(C=CC1=C(C(=C(C=C1)OC)OC)OC)=O)C1=CC=C(C=C1)C N-acetyl-N-(p-tolyl)-3-(2,3,4-trimethoxyphenyl)propenamide